ClC=1C=C(C=CC1)C(C(OC(=O)N[C@H](C(=O)N[C@H](C(=O)O)C[C@H]1C(NCC1)=O)CC1CCCCC1)C1=CC(=CC=C1)F)(C)C (2S)-2-((2S)-2-(((2-(3-Chlorophenyl)-1-(3-fluorophenyl)-2-methylpropoxy)carbonyl)amino)-3-cyclohexylpropanamido)-3-((S)-2-oxopyrrolidin-3-yl)propanoic acid